[4-[5-[(6,7-dimethoxy-3,4-dihydro-1H-isoquinolin-2-yl)sulfonyl]-2-methoxyphenyl]piperazin-1-yl]-[4-fluoro-2-(trifluoromethyl)phenyl]methanone COC=1C=C2CCN(CC2=CC1OC)S(=O)(=O)C=1C=CC(=C(C1)N1CCN(CC1)C(=O)C1=C(C=C(C=C1)F)C(F)(F)F)OC